FC(C(=O)O)(F)F.NC1CC(C1)CN1N=CC=2C1=NC(=NC2)NC2=C(C=C1CCN(CC1=C2)C)OC N-(1-((3-aminocyclobutyl)methyl)-1H-pyrazolo[3,4-d]pyrimidin-6-yl)-6-methoxy-2-methyl-1,2,3,4-tetrahydroisoquinolin-7-amine 2,2,2-trifluoroacetate